Trans-3-(2-chloro-5-(2,2-dichloro-3-(3,5-dichlorophenyl)cyclopropane-1-carboxamido)benzamido)-2,2-difluoropropionic acid ethyl ester C(C)OC(C(CNC(C1=C(C=CC(=C1)NC(=O)[C@@H]1C([C@H]1C1=CC(=CC(=C1)Cl)Cl)(Cl)Cl)Cl)=O)(F)F)=O